(1S,3S)-3-((2-(5-chloro-3-formylthiophen-2-yl)-4-methylpyrimidin-5-yl)oxy)cyclohexane ClC1=CC(=C(S1)C1=NC=C(C(=N1)C)OC1CCCCC1)C=O